FC1=C(C(=CC=C1)F)C1=CC(=C(N=N1)C(=O)O)NC=1C=NN(C1)CCOC 6-(2,6-Difluorophenyl)-4-((1-(2-methoxyethyl)-1H-pyrazol-4-yl)amino)pyridazine-3-carboxylic acid